Dimethylamin CNC